F[C@H]1CN(C[C@@H]([C@H]1NC(=O)C1=CC(=CC=2N(C=NC21)CC(F)(F)F)C#CCNC2=C(C=C(C(=C2)F)C(NC)=O)O)C)C N-((3S,4R,5S)-3-fluoro-1,5-dimethylpiperidin-4-yl)-6-(3-((5-fluoro-2-hydroxy-4-(methylcarbamoyl)phenyl)amino)prop-1-yn-1-yl)-1-(2,2,2-trifluoroethyl)-1H-benzo[d]imidazole-4-carboxamide